N-methyl-1-[4-(methylaminomethyl)phenyl]methylamine CNCC1=CC=C(C=C1)CNC